2-(3-bromo-4-pyridinyl)ethanol BrC=1C=NC=CC1CCO